CN(CCC=1C(=NC=C(C1)C1=CC=2C3=C(N=NC2C=C1F)N(C(N3C(C)C)=O)C)C(=O)N)C (2-(dimethylamino)ethyl)-5-(7-fluoro-1-isopropyl-3-methyl-2-oxo-2,3-dihydro-1H-imidazo[4,5-c]cinnolin-8-yl)picolineamide